Isopropyl 2-((5-acrylamido-4-((2-(dimethylamino)ethyl) (methyl)amino)-2-methoxyphenyl)amino)-4-(1-methyl-1H-indol-3-yl)pyrimidine-5-carboxylate C(C=C)(=O)NC=1C(=CC(=C(C1)NC1=NC=C(C(=N1)C1=CN(C2=CC=CC=C12)C)C(=O)OC(C)C)OC)N(C)CCN(C)C